(3E)-6-(heptyloxymethoxy)-3-hexenylmagnesium bromide C(CCCCCC)OCOCC/C=C/CC[Mg]Br